BrC1=C(N=C2N(C1=O)C=CC=C2)N[C@@H]2C[C@@H](CN(C2)C)C2=CC=C(OCC1CN(CCO1)C1=C3C(N(C(C3=CC=C1)=O)C1C(NC(CC1)=O)=O)=O)C=C2 4-[2-[[4-[(3R,5R)-5-[(3-Bromo-4-oxo-pyrido[1,2-a]pyrimidin-2-yl)amino]-1-methyl-3-piperidyl]phenoxy]methyl]morpholin-4-yl]-2-(2,6-dioxo-3-piperidyl)isoindoline-1,3-dione